t-butylperoxydiisopropylbenzol C(C)(C)(C)OOC=1C(=C(C=CC1)C(C)C)C(C)C